O=C1N(CC2=C3C(=CC=C12)C1(CCN(CC1)CC=1C=NN(C1)CC1CCOCC1)CO3)[C@@H]3C(NC(CC3)=O)=O (S)-3-(6-oxo-1'-((1-((tetrahydro-2H-pyran-4-yl)methyl)-1H-pyrazol-4-yl)methyl)-6,8-dihydro-2H,7H-spiro[furo[2,3-e]isoindole-3,4'-piperidin]-7-yl)piperidine-2,6-dione